(3ar,6as)-5-(tert-butoxycarbonyl)octahydropyrrolo[3,4-c]pyrrole C(C)(C)(C)OC(=O)N1C[C@H]2[C@@H](C1)CNC2